N-(5-(3-hydroxypyrrolidin-1-yl)-2-(trifluoromethyl)pyridin-3-yl)-6-(1-(2,2,2-trifluoroethyl)-1H-pyrazol-4-yl)picolinamide OC1CN(CC1)C=1C=C(C(=NC1)C(F)(F)F)NC(C1=NC(=CC=C1)C=1C=NN(C1)CC(F)(F)F)=O